C(C(C)CCC[C@@H](C)[C@H]1CC[C@H]2[C@@H]3CCC4CCCC[C@]4(C)[C@H]3CC[C@]12C)(=O)SCCNC(CCNC([C@@H](C(COP(OP(OC[C@@H]1[C@H]([C@H]([C@@H](O1)N1C=NC=2C(N)=NC=NC12)O)OP(=O)(O)O)(=O)O)(=O)O)(C)C)O)=O)=O cholestanoyl-CoA